CC1=CC=C(C=C1)S(=O)(=O)Cl 4-methylbenzenesulfonylchloride